[F-].C[N+](CC1=CC=CC=C1)(C)C N,N,N-trimethyl-N-benzylammonium fluoride